C(=O)[NH-] formyl-amide